C(C(C)C)(=O)OCC(C)C ISOBUTYL ISOBUTYRATE